4-(6-chloro-3-quinolylamino)-2-[3-methoxy-4-(1-methyl-3-azetidinyloxy)phenylamino]pyrimidine ClC=1C=C2C=C(C=NC2=CC1)NC1=NC(=NC=C1)NC1=CC(=C(C=C1)OC1CN(C1)C)OC